methyl 3-(4,4,5,5-tetramethyl-1,3,2-dioxaborolan-2-yl)cyclopent-3-ene-1-carboxylate CC1(OB(OC1(C)C)C=1CC(CC1)C(=O)OC)C